4-(benzyloxy)-1-chloro-7-phenylphthalazine C(C1=CC=CC=C1)OC1=NN=C(C2=CC(=CC=C12)C1=CC=CC=C1)Cl